4-bromo-1-{[1-(oxan-2-yloxy)cyclopropyl]methyl}-1H-pyrazole BrC=1C=NN(C1)CC1(CC1)OC1OCCCC1